CC(CCO)C=C(CCCCCC)C 3,5-dimethylundec-4-en-1-ol